OC1C2C3C(S(O2)(=O)=O)CC1C3 7-hydroxyhexahydro-3,5-methanocyclopenta[c][1,2]oxathiol-1,1-dioxide